C1(CC1)COC1=C(C=C(C=C1)S(=O)(=O)C)C=1C2=C(C(N(C1)C)=O)OC=C2 4-[2-(cyclopropylmethoxy)-5-methyl-sulfonylphenyl]-6-methylfuro[2,3-c]pyridin-7-one